2-fluorosulfonyl-2,2-difluoroacetic acid FS(=O)(=O)C(C(=O)O)(F)F